C(C)(C)(C)OC(=O)N1CCC(CC1)C1=CN(C2=CC(=CC=C12)N1C(NC(CC1)=O)=O)C(=O)OC(C)(C)C tert-Butyl 3-(1-(tert-butoxycarbonyl)piperidin-4-yl)-6-(2,4-dioxotetrahydro-pyrimidin-1(2H)-yl)-1H-indole-1-carboxylate